C(C1=CC=CC=C1)N(C1C(CN(CC1)C(=O)OCC)OC)CC1=CC=CC=C1 ethyl 4-(dibenzylamino)-3-methoxypiperidine-1-carboxylate